C(C1=CC(=CC=2CCCC(C12)=O)C(=O)O)([2H])([2H])[2H] 4-(methyl-d3)-5-oxo-5,6,7,8-tetrahydronaphthalene-2-carboxylic acid